CC(C)(OC(CCOCCOCCN(C(CCC(=O)O)=O)C1CCN(CC1)C(CN1CCN(CCN(CCN(CC1)CC(OC(C)(C)C)=O)CC(OC(C)(C)C)=O)CC(=O)OC(C)(C)C)=O)=O)C 2,2-dimethyl-4,14-dioxo-13-(1-(2-(4,7,10-tris(2-(tert-butoxy)-2-oxoethyl)-1,4,7,10-tetraazacyclododecan-1-yl)acetyl)piperidin-4-yl)-3,7,10-trioxa-13-azaheptadecan-17-oic acid